CC1=NNC=2C1=NC=CC2 3-methyl-pyrazolo[4,3-b]pyridine